cis-tert-Butyl N-[4-(2,4-difluoroanilino)cyclohexyl]carbamate FC1=C(N[C@H]2CC[C@H](CC2)NC(OC(C)(C)C)=O)C=CC(=C1)F